CCCCCCCCCCCCCCCCCC(=O)NCCOP(=O)(O)OC[C@@H](CO)O The molecule is an N-acyl-sn-glycero-3-phosphoethanolamine in which the N-acyl group is specified as octadecanoyl (stearoyl). It derives from an octadecanoic acid. It is a conjugate acid of a N-octadecanoyl-sn-glycero-3-phosphoethanolamine(1-).